1-{1-[4-chloro-4'-(piperazin-1-yl)[1,1'-biphenyl]-2-yl]piperidin-3-yl}-5-(difluoromethyl)-1H-pyrazole-4-carboxylic acid ethyl ester hydrogen chloride Cl.C(C)OC(=O)C=1C=NN(C1C(F)F)C1CN(CCC1)C1=C(C=CC(=C1)Cl)C1=CC=C(C=C1)N1CCNCC1